BrC=1C(=C(O[C@H](CCC2CCN(CC2)CC(=O)OCC)C)C=CC1)C ethyl 2-[4-[(3S)-3-(3-bromo-2-methyl-phenoxy)butyl]-1-piperidyl]acetate